N1C=C(C2=CC=CC=C12)C=1C2=C(N=C(N1)N1CCOCC1)CN(CC2)C(=O)C2(CC2)C(F)(F)F (4-(1H-indol-3-yl)-2-morpholino-5,8-dihydropyrido[3,4-d]pyrimidin-7(6H)-yl)(1-(trifluoromethyl)cyclopropyl)methanone